Pentafluoro-Propan-2-ol FCC(C(F)(F)F)(O)F